ClC1=C(C=C(C=C1)F)C1NC(C2=C1C(=CC1=C(N(N=C21)C)C2CCNCC2)NC(C2=CC(=CC(=C2)F)C(F)(F)F)=O)=O N-[6-(2-chloro-5-fluorophenyl)-3-(hexahydropyridin-4-yl)-2-methyl-8-oxo-7,8-dihydro-6H-pyrrolo[4,3-g]indazol-5-yl]-5-fluoro-3-(trifluoromethyl)benzamide